NC1=C(C=C(N=N1)C1=C(C=CC=C1)O)N1CC2CCC(C1)N2C2=CC(=NC=C2)C#CCN2CC(NCC2)C 2-[6-amino-5-[8-[2-[3-(3-methylpiperazin-1-yl)prop-1-ynyl]-4-pyridyl]-3,8-diazabicyclo[3.2.1]octan-3-yl]pyridazin-3-yl]phenol